3-[4-(cyanomethylsulfonyl)phenyl]Azetidine-1-carboxylic acid tert-butyl ester C(C)(C)(C)OC(=O)N1CC(C1)C1=CC=C(C=C1)S(=O)(=O)CC#N